2'-chloro-5'-methoxy-6-methyl-N-(5-(2-methyl-2-azaspiro(3.3)heptan-6-yl)-1,3,4-thiadiazol-2-yl)-(4,4'-bipyridine)-3-carboxamide ClC1=NC=C(C(=C1)C1=C(C=NC(=C1)C)C(=O)NC=1SC(=NN1)C1CC2(CN(C2)C)C1)OC